3-[(Trimethylsilyl)Oxy]Butanenitrile C[Si](OC(CC#N)C)(C)C